4-((8-(2-Oxoindolin-6-yl)-2,3-dihydro-4H-pyrido[4,3-b][1,4]oxazin-4-yl)sulfonyl)benzonitrile O=C1NC2=CC(=CC=C2C1)C1=CN=CC2=C1OCCN2S(=O)(=O)C2=CC=C(C#N)C=C2